O[C@]1([C@H](CCC1)C=1C2=C(N=C(N1)NC1CCN(CC1)S(=O)(=O)C)NC(C=C2)=O)C ((1R,2R)-2-hydroxy-2-methylcyclopentyl)-2-(1-(methylsulfonyl)piperidin-4-ylamino)pyrido[2,3-d]pyrimidin-7(8H)-one